N-(2-methoxy-5-methyl-benzoyl)-4-(cyclopropylaminocarbonyl)-benzenesulphonamide COC1=C(C(=O)NS(=O)(=O)C2=CC=C(C=C2)C(=O)NC2CC2)C=C(C=C1)C